ClC=1C=C(C=CC1F)NC(=O)C=1C(=C(N2CCCCC12)C(C(=O)N[C@H](C)C1=NC(=NO1)C)=O)C (R)-N-(3-chloro-4-fluorophenyl)-2-methyl-3-(2-((1-(3-methyl-1,2,4-oxadiazol-5-yl)ethyl)amino)-2-oxoacetyl)-5,6,7,8-tetrahydroindolizine-1-carboxamide